OC1=NC(=C2NC=NC2=N1)NC1=C(C=CC=C1Cl)O 2-hydroxy-6-(2-hydroxy-6-chloroanilino)purine